FC1(CCNCC1)CNC1=C(C=C(C=C1)S(=O)(=O)N)[N+](=O)[O-] 4-(((4-Fluoropiperidin-4-yl)methyl)amino)-3-nitrobenzenesulfonamide